2-[4-[[2-hydroxycyclohexyl]amino]phthalazin-1-yl]-5-(trifluoromethyl)phenol OC1C(CCCC1)NC1=NN=C(C2=CC=CC=C12)C1=C(C=C(C=C1)C(F)(F)F)O